C12(CC(C1)C2)C2C[C@H](N(C2)C([C@H](C(C)(C)C)NC(OC)=O)=O)C(N[C@H](C(C(=O)NC2CC2)=O)CCC(C)(F)F)=O Methyl ((2S)-1-((2S)-4-(bicyclo[1.1.1]pentan-1-yl)-2-(((S)-1-(cyclopropylamino)-6,6-difluoro-1,2-dioxoheptan-3-yl)carbamoyl)pyrrolidin-1-yl)-3,3-dimethyl-1-oxobutan-2-yl)carbamate